1-[2'-(3-chloro-1H-pyrrolo[2,3-b]pyridin-5-yl)-5',6'-dihydrospiro[piperidine-4,4'-pyrrolo[1,2-b]pyrazole]-1-carbonyl]cyclopropane-1-carbonitrile ClC1=CNC2=NC=C(C=C21)C=2C=C1N(N2)CCC12CCN(CC2)C(=O)C2(CC2)C#N